n-methyl-5-(3-methyl-1,2,3,6-tetrahydropyridin-4-yl)pyrimidine-2-carboxamide CNC(=O)C1=NC=C(C=N1)C=1C(CNCC1)C